FC(C=1OC(=CC1C(=O)NC1=NC(=NS1)CC(C)O)C1=CC(=CC=C1)OC(F)(F)F)(F)F 2-(trifluoromethyl)-5-(3-(trifluoromethoxy)phenyl)-N-(3-(2-hydroxypropyl)-1,2,4-thiadiazol-5-yl)furan-3-carboxamide